N-(1-(azetidin-1-ylmethyl)cyclopropyl)-2-(2-chlorophenyl)acetamide N1(CCC1)CC1(CC1)NC(CC1=C(C=CC=C1)Cl)=O